(4S,5R)-4-methyl-5-nonanol C[C@@H](CCC)[C@@H](CCCC)O